OC1(CCN(CC1)CC1=CC=2NC(N(C(C2S1)=O)C)=O)C=1C=CC(=NC1C)C(=O)NC 5-(4-hydroxy-1-((3-methyl-2,4-dioxo-1,2,3,4-tetrahydrothieno[3,2-d]pyrimidin-6-yl)methyl)piperidin-4-yl)-N,6-dimethylpicolinamide